7-(6-bromoquinazolin-4-yl)-2,7-diazaspiro[3.5]nonane BrC=1C=C2C(=NC=NC2=CC1)N1CCC2(CNC2)CC1